C1C(CC12CCNCC2)OC2=CC=CC=1N(C(N(C12)C)=O)C1CNCCC1 3-[4-(7-Azaspiro[3.5]nonan-2-yloxy)-3-methyl-2-oxo-benzimidazol-1-yl]piperidine